ClC1=CC(=C(C=C1)C1=C(N(N=N1)C)CN1N=CC(=CC1=O)N1CC(C1)OC1CCC1)F 2-((5-(4-chloro-2-fluoro-phenyl)-3-methyl-triazol-4-yl)methyl)-5-(3-(cyclobutoxy)azetidin-1-yl)pyridazin-3-one